S(OC1=CC=C(C=C1)OCC1=C(C=C(C=C1F)OCC(=O)NC)F)(=O)(=O)F 4-((2,6-difluoro-4-(2-(methylamino)-2-oxoethoxy)benzyl)oxy)phenyl sulfurofluoridate